5-((2-(4-((3-(furan-3-ylmethyl)-5-(trifluoromethoxy)benzyl)amino)butoxy)ethyl)amino)benzo[c][2,6]naphthyridine-8-carboxamide O1C=C(C=C1)CC=1C=C(CNCCCCOCCNC2=NC3=C(C4=CN=CC=C24)C=CC(=C3)C(=O)N)C=C(C1)OC(F)(F)F